C(C)(C)(C)OC(=O)N1C[C@H]([C@H](C1)C1=CC=CC=C1)C(=O)O (3S,4S)-1-(tert-butoxycarbonyl)-4-phenylpyrrolidine-3-carboxylic acid